3-((dioctadecyl-phenoxy)thiocarbonylamino-methyl)-3,5,5-trimethylcyclohexylthiocarbamic acid C(CCCCCCCCCCCCCCCCC)C=1C(=C(OC(=S)NCC2(CC(CC(C2)(C)C)NC(O)=S)C)C=CC1)CCCCCCCCCCCCCCCCCC